FC=1C(NC(N([C@H]2C[C@H](O)[C@@H](CO)O2)C1)=O)=O 5-Fluoro-deoxy-uridine